2,2-dimethyl-oxazolidine tert-butyl-2-((4-(trifluoromethyl)pyridin-2-yl)oxy)-7-azaspiro[3.5]nonane-7-carboxylate C(C)(C)(C)OC(=O)N1CCC2(CC(C2)OC2=NC=CC(=C2)C(F)(F)F)CC1.CC1(OCCN1)C